Diethyl 1-[2-(3,4-dimethylphenyl)-2-oxoethyl]-4-(propan-2-yl)-1H-pyrazole-3,5-dicarboxylate CC=1C=C(C=CC1C)C(CN1N=C(C(=C1C(=O)OCC)C(C)C)C(=O)OCC)=O